2-(3,6-Difluoro-2-pyridyl)-3-methyl-6-(1,1,2,2,2-pentafluoroethyl)imidazo[4,5-b]pyridin FC=1C(=NC(=CC1)F)C1=NC=2C(=NC=C(C2)C(C(F)(F)F)(F)F)N1C